α-fluoroacrylic acid methoxymethyl ester COCOC(C(=C)F)=O